C(C)C(C(=O)OCC)(CC)NC(C1=NC(=C(C=C1)N1CC(C1)OC)OC[C@H]1[C@@H](C1)CO)=O (+)-trans-Ethyl 2-ethyl-2-(6-((2-(hydroxymethyl)cyclopropyl)methoxy)-5-(3-methoxyazetidin-1-yl)picolinamido)butanoate